4-amino-N,1-dimethyl-N-(2-(propyn-1-yl)-5,8-dihydro-6H-pyrano[3,4-b]pyridin-5-yl)-1H-pyrazolo[4,3-c]quinoline-8-carboxamide NC1=NC=2C=CC(=CC2C2=C1C=NN2C)C(=O)N(C2COCC1=NC(=CC=C12)C#CC)C